CN1C[C@@H]([C@H](CC1)NC(=O)C1=CC(=CC=2N(C=NC21)CC(F)(F)F)C#CCNC=2C(OC)=CC=C(C2)C(NCCOC)=O)C N-[(3S,4S)-1-methyl-3-methyl-4-piperidyl]-6-{3-[4-(N-2-methoxyethylcarbamoyl)-2-anisidino]-1-propynyl}-1-(2,2,2-trifluoroethyl)-1H-1,3-benzimidazole-4-carboxamide